N[C@@H]1[C@H](CC[C@@H](C1)C1=CC(=CC=C1)C(F)(F)F)NC(OC(C)(C)C)=O tert-butyl ((1S,2S,4S)-2-amino-4-(3-(trifluoromethyl)phenyl)cyclohexyl)-carbamate